FC=1C=C(C[C@@]2(NCCC2)C(=O)O)C=CC1F α-(3,4-difluoro-benzyl)-proline